C1(CC1)N1CCC2(CN(C2)C2=C(C=C(C(=C2)OC)C2=NC=C3C=C(C=4N(C3=C2)C=CN4)C4=C(C(=CC(=C4Cl)OC)OC)Cl)NC(C=C)=O)CC1 N-(2-(7-cyclopropyl-2,7-diazaspiro[3.5]nonan-2-yl)-5-(4-(2,6-dichloro-3,5-dimethoxyphenyl)imidazo[1,2-a][1,6]naphthyridin-8-yl)-4-methoxyphenyl)acrylamide